2-(1-cyclopropyl-1H-pyrazol-4-yl)-4-(6,7-dimethyl-4-(2-(trifluoromethyl)pyridin-4-yl)pteridin-2-yl)-6-methylmorpholine C1(CC1)N1N=CC(=C1)C1CN(CC(O1)C)C1=NC2=NC(=C(N=C2C(=N1)C1=CC(=NC=C1)C(F)(F)F)C)C